4,7-diazaspiro[2.5]octane-5,8-dione C1CC12NC(CNC2=O)=O